FC1=CC=C(C=C1)C1=NN2C(CN(CC2)CCO)=C1C1=CC(=NC=C1)NC(C)=O N-(4-(2-(4-fluorophenyl)-5-(2-hydroxyethyl)-4,5,6,7-tetrahydropyrazolo[1,5-a]pyrazin-3-yl)pyridin-2-yl)acetamide